C(C)(C)(C)OC(=O)N1CCC2(CC1)[C@H](C1=CC=C(C=C1C2)Cl)N[S@](=O)C(C)(C)C (R)-1-(((R)-tert-butylsulfinyl)amino)-5-chloro-1,3-dihydrospiro[indene-2,4'-piperidine]-1'-carboxylic acid tert-butyl ester